C(C=C)C(COCCOCCO)(CC=C)O Di-Allyl-Triethylene Glycol